C[Si](OC1=C(C=CC=C1C(C)(C)C)C(C)(C)C)(C)C 1-trimethylsiloxy-2,6-di-t-butylbenzene